methyl 3-(2,5-dichloropyrimidin-4-yl)-1-((2-(trimethylsilyl)ethoxy)methyl)-1H-indazole-6-carboxylate ClC1=NC=C(C(=N1)C1=NN(C2=CC(=CC=C12)C(=O)OC)COCC[Si](C)(C)C)Cl